C(C)(C)C1=CN=C(C2=C1N=C(N=C2)S(=O)(=O)C)OC 8-isopropyl-5-methoxy-2-(methylsulfonyl)pyrido[4,3-d]pyrimidine